allylpentaerythritol C(C=C)C(O)C(CO)(CO)CO